N-(1-cyanocyclobutyl)-4-[[2-(6-quinolinyl)acetyl]amino]pyridine-2-carboxamide C(#N)C1(CCC1)NC(=O)C1=NC=CC(=C1)NC(CC=1C=C2C=CC=NC2=CC1)=O